tris(trimethylsilyl)monosilane C[Si](C)(C)[SiH]([Si](C)(C)C)[Si](C)(C)C